CC1=C(C=2N(N=C1N1CC=3C=C(C=NC3CC1)OC1=CC(=CC=C1)F)C(=NN2)C(F)(F)F)C 6-(7,8-dimethyl-3-(trifluoromethyl)-[1,2,4]triazolo[4,3-b]pyridazin-6-yl)-3-(3-fluorophenoxy)-5,6,7,8-tetrahydro-1,6-naphthyridine